trans-(rac)-2-(6-(2-carbamoyl-5-(trifluoromethoxy)benzo[b]thiophen-3-yl)pyridin-2-yl)cyclopropane-1-carboxylic acid C(N)(=O)C1=C(C2=C(S1)C=CC(=C2)OC(F)(F)F)C2=CC=CC(=N2)[C@H]2[C@@H](C2)C(=O)O |r|